C(CCCCCCCCCCCCCCC)(=O)OC[C@@H](OC(CCCCCCCCCCCCCCC)=O)COP(=O)(O)OC[C@@H]1[C@H](C[C@@H](O1)N1C=NC=2C(=S)NC(N)=NC12)O 5'-(1,2-dipalmitoyl-sn-glycero-3-phospho)-6-thio-2'-deoxyguanosine